6-{[3-(2,3-dichloro-6-fluorophenyl)azetidin-3-yl]amino}-8-fluoro-3-(1H-pyrazol-3-yl)quinazolin-4-one ClC1=C(C(=CC=C1Cl)F)C1(CNC1)NC=1C=C2C(N(C=NC2=C(C1)F)C1=NNC=C1)=O